(4-fluorophenyl)(2-{4-[6-(1-methyl-1H-pyrazol-4-yl)pyrazolo[1,5-a]pyridin-3-yl]piperazin-1-yl}pyrimidin-5-yl)methanol FC1=CC=C(C=C1)C(O)C=1C=NC(=NC1)N1CCN(CC1)C=1C=NN2C1C=CC(=C2)C=2C=NN(C2)C